NC1C(C2=CC=CC=C2C1)N(C=1C=C2C(N(C(C2=CC1)=O)C1C(NC(CC1)=O)=O)=O)C 5-((2-amino-2,3-dihydro-1H-inden-1-yl)(methyl)amino)-2-(2,6-dioxopiperidin-3-yl)isoindoline-1,3-dione